BrC1=C(C=C(C(=O)[O-])C=C1)C(NCC(OC)OC)=O 4-bromo-3-((2,2-dimethoxyethyl)carbamoyl)benzoate